C(C)(C)(C)OC(=O)N=[S@@](=O)(C1=CC(=C(C=C1)C)F)N1[C@@H](CCC1)C(=O)OC methyl ((S)-N-(tert-butoxycarbonyl)-3-fluoro-4-methylphenylsulfonimidoyl)-L-prolinate